(R)-2-(3-(1-(1-methyl-1H-1,2,4-triazol-3-yl)propan-2-yl)phenyl)-4-(trifluoromethyl)isoindolin-1-one CN1N=C(N=C1)C[C@@H](C)C=1C=C(C=CC1)N1C(C2=CC=CC(=C2C1)C(F)(F)F)=O